C(C)(=O)N1C(/C(/C2=CC=C(C=C12)C(=O)OC)=C(\C1=CC=CC=C1)/OCC)=O methyl (E)-1-acetyl-3-(ethoxy (phenyl) methylene)-2-oxoindoline-6-carboxylate